tert-butyl N-[(1S,3R)-3-[[7-fluoro-6-(5-methoxypyrimidin-2-yl)-1-oxo-2-isoquinolyl]methyl]cyclohexyl]carbamate FC1=C(C=C2C=CN(C(C2=C1)=O)C[C@H]1C[C@H](CCC1)NC(OC(C)(C)C)=O)C1=NC=C(C=N1)OC